(R)-Methyl 3-(4-amino-3,5-dimethylphenyl)-2-(benzyloxycarbonyl)propanoate NC1=C(C=C(C=C1C)C[C@H](C(=O)OC)C(=O)OCC1=CC=CC=C1)C